2-amino-N,N-dimethylbenzene-1-sulfonamide NC1=C(C=CC=C1)S(=O)(=O)N(C)C